4-methylpyrazole-5-carboxylate CC=1C=NNC1C(=O)[O-]